N[C@H](C)C=1C=C(N)C=C(C1)C |r| (R/S)-3-(1-aminoethyl)-5-methylaniline